Tert-butyl (S)-6-(3-(2-ethyl-2-methyl-4-((2-(trimethylsilyl)ethoxy)carbonyl)piperazin-1-yl)-5-methyl-1H-pyrazol-1-yl)-2-azaspiro[3.3]heptane-2-carboxylate C(C)[C@@]1(N(CCN(C1)C(=O)OCC[Si](C)(C)C)C1=NN(C(=C1)C)C1CC2(CN(C2)C(=O)OC(C)(C)C)C1)C